FC(C=1C=C(C(=O)N(C(C)C=2C(=NC=CN2)C2=NOC(=N2)C(=O)NC)CC2CC2)C=C(C1)C(F)(F)F)(F)F 3-[3-[1-[[3,5-bis(trifluoromethyl)benzoyl]-(cyclopropylmethyl)amino]ethyl]pyrazin-2-yl]-N-methyl-1,2,4-oxadiazole-5-carboxamide